N-(2-chlorophenyl)-2-(6-oxo-3-phenylpyridazin-1(6H)-yl)acetamide ClC1=C(C=CC=C1)NC(CN1N=C(C=CC1=O)C1=CC=CC=C1)=O